CC=1C(=NC(=NC1)NC1=CC=C(C=C1)S(=O)(=N)C)N1C=CC2=CC(=CC=C12)NC(C=C)=O N-[1-[5-Methyl-2-[4-(methylsulfonimidoyl)anilino]-pyrimidin-4-yl]indol-5-yl]prop-2-enamide